CN1C[C@@H](CCC1)NC=1N=NC(=C2C1C=NC=C2)C2=C(C=C(C=C2)C(F)(F)F)S(=O)(=O)N 2-(4-{[(3R)-1-methylpiperidin-3-yl]amino}pyrido[3,4-d]pyridazin-1-yl)-5-(trifluoromethyl)benzene-1-sulfonamide